3-[4-(3,3-difluoro-4-piperidinyl)-2,5-difluoro-phenyl]piperidine-2,6-dione TFA salt OC(=O)C(F)(F)F.FC1(CNCCC1C1=CC(=C(C=C1F)C1C(NC(CC1)=O)=O)F)F